3-formyl-L-leucine C(=O)C([C@H](N)C(=O)O)C(C)C